7-(3-amino-2,6-dichloro-4,5-difluorophenyl)-6-chloro-1-(2-isopropyl-4-methylpyridin-3-yl)-2-oxo-1,2-dihydro-1,8-naphthyridine-3-carbonitrile NC=1C(=C(C(=C(C1F)F)Cl)C1=C(C=C2C=C(C(N(C2=N1)C=1C(=NC=CC1C)C(C)C)=O)C#N)Cl)Cl